(S)-1-(3-(4-(1,2-dihydroxyethyl)-1-(4-(pentafluoro-λ6-sulfanyl)phenyl)-1H-pyrazolo[3,4-b]pyridin-3-yl)azetidin-1-yl)-2-fluoroprop-2-en-1-one O[C@H](CO)C1=C2C(=NC=C1)N(N=C2C2CN(C2)C(C(=C)F)=O)C2=CC=C(C=C2)S(F)(F)(F)(F)F